C(C)OC(=O)C1=C(N=C(S1)C1=CC(=C(C=C1)OCC(C)C)C#N)C (3-cyano-4-isobutoxyphenyl)-4-methylthiazole-5-carboxylic acid ethyl ester